N-(3-hydroxy-3-methylbut-2-yl)thiazole-2-carboxamide OC(C(C)NC(=O)C=1SC=CN1)(C)C